CC(CCCCCC)=O.[C] Carbon octanon